(methylamino)oxane CNC1OCCCC1